(4-(5-phenyl-1,3,4-thiadiazol-2-yl)phenyl)methanamine hydrochloride salt Cl.C1(=CC=CC=C1)C1=NN=C(S1)C1=CC=C(C=C1)CN